2-((6-(difluoromethoxy)pyridazin-3-yl)methyl)oxazole-4-carboxylic acid FC(OC1=CC=C(N=N1)CC=1OC=C(N1)C(=O)O)F